CCCCC/C=C\\C/C=C\\C/C=C\\C/C=C\\CCCCCCCCCCCCCCCCCCCC(=O)O The molecule is an omega-6 fatty acid that is hexatriacontanoic acid having four double bonds located at positions 21, 24, 27 and 30 (the 21Z,24Z,27Z,30Z-isomer). It is an omega-6 fatty acid, a hexatriacontatetraenoic acid and an ultra-long-chain fatty acid. It is a conjugate acid of a (21Z,24Z,27Z,30Z)-hexatriacontatetraenoate.